8-(5-fluoropyrimidin-2-yl)-6,6a,7,8,9,10-hexahydropyrazino[1,2-d]pyrido[3,2-b][1,4]oxazin-3-amine FC=1C=NC(=NC1)N1CC2N(C3=C(OC2)C=C(C=N3)N)CC1